5-(((3-(4-(3-chloro-4-(2-chloro-3-((3-fluoro-4-(((2-hydroxyethyl)amino)methyl)pyridin-2-yl)amino)phenyl)pyridin-2-yl)-2-methoxyphenyl)propyl)amino)methyl)pyrrolidin-2-one ClC=1C(=NC=CC1C1=C(C(=CC=C1)NC1=NC=CC(=C1F)CNCCO)Cl)C1=CC(=C(C=C1)CCCNCC1CCC(N1)=O)OC